C1(=CC=CC=C1)[C@@H]1[C@H](C1)NC(=O)[C@@H]1CN(C[C@H]1C(=O)N[C@@H]1[C@H](C1)C1=CC=CC=C1)C(C1=CC=C(C=C1)C(C(F)(F)F)NC[C@@H](C(=O)NCCCCCC)NC(CCCCCC)=O)=O (3S,4S)-N3,N4-bis((1S,2R)-2-phenylcyclopropyl)-1-(4-(2,2,2-trifluoro-1-(((S)-2-heptanamido-3-(hexylamino)-3-oxopropyl)amino)ethyl)benzoyl)pyrrolidine-3,4-dicarboxamide